C(C)C1=CC(=NO1)C(=O)O 5-ETHYL-ISOXAZOLE-3-CARBOXYLIC ACID